Tert-butyl 4-(6-(5-((2,4-difluorophenyl)sulfonamido)-6-ethylpyridin-3-yl)quinazolin-4-yl)piperazine-1-carboxylate FC1=C(C=CC(=C1)F)S(=O)(=O)NC=1C=C(C=NC1CC)C=1C=C2C(=NC=NC2=CC1)N1CCN(CC1)C(=O)OC(C)(C)C